tert-butyl (S)-3-((9-ethyl-2-(((2R,3S)-2-hydroxypentan-3-yl)-amino)-9H-purin-6-yl)amino)pyrrolidine-1-carboxylate C(C)N1C2=NC(=NC(=C2N=C1)N[C@@H]1CN(CC1)C(=O)OC(C)(C)C)N[C@H]([C@@H](C)O)CC